nicotine monoorotate hemihydrate O.C(C1=CC(=O)NC(=O)N1)(=O)O.N1=CC=CC(=C1)C1N(C)CCC1.N1=CC=CC(=C1)C1N(C)CCC1.C(C1=CC(=O)NC(=O)N1)(=O)O